N1C=CC=2C1=NC=C(C2)OC2=C(C(=O)O)C(=CC(=C2)Br)F 2-((1H-pyrrolo[2,3-b]pyridin-5-yl)oxy)-4-bromo-6-fluorobenzoic acid